4-chloro-2,5-difluorophenol ClC1=CC(=C(C=C1F)O)F